N-(4-(N-(2-methoxyphenyl)sulfamoyl)phenyl)-2-(((tetrahydrofuran-2-yl)methyl)thio)benzamide COC1=C(C=CC=C1)NS(=O)(=O)C1=CC=C(C=C1)NC(C1=C(C=CC=C1)SCC1OCCC1)=O